3-(2-(2-(5-fluoro-2-methyl-1-(4-(methylthio)benzylidene)-1H-inden-3-yl)acetoxy)-4,6-dimethylphenyl)-3-methylbutanethioic S-acid FC=1C=C2C(=C(C(C2=CC1)=CC1=CC=C(C=C1)SC)C)CC(=O)OC1=C(C(=CC(=C1)C)C)C(CC(S)=O)(C)C